2-(4-(5-chloro-2-(4-chloro-1H-1,2,3-Triazol-1-yl)phenyl)-5-methoxy-2-oxopyridin-1(2H)-yl)-N-(4-(dimethylphosphoryl)-3-methylphenyl)-3-phenylpropanamide ClC=1C=CC(=C(C1)C1=CC(N(C=C1OC)C(C(=O)NC1=CC(=C(C=C1)P(=O)(C)C)C)CC1=CC=CC=C1)=O)N1N=NC(=C1)Cl